C(C1=CC=CC=C1)N1C(=NC=2C1=NC=CC2)CCC(=O)NCC2=CC=C(C=C2)F 3-(3-Benzyl-3H-imidazo[4,5-b]pyridin-2-yl)-N-(4-fluoro-benzyl)-propionamide